3-cyclopropyl-1H-indazol-5-amine C1(CC1)C1=NNC2=CC=C(C=C12)N